FC=1C=NC(=NC1)N1CCN(CC1)C1=CC=C(C=C1)[N+](=O)[O-] 5-Fluoro-2-(4-(4-nitrophenyl)piperazin-1-yl)pyrimidine